N-(methylsulfonyl)-5-((3-(8-(((3R,4S)-3-fluoro-1-methylpiperidin-4-yl)amino)-3-(2,2,2-trifluoroethyl)indolizin-2-yl)prop-2-yn-1-yl)amino)-6-(methoxy-d3)pyridine-2-carboxamide CS(=O)(=O)NC(=O)C1=NC(=C(C=C1)NCC#CC=1C=C2C(=CC=CN2C1CC(F)(F)F)N[C@@H]1[C@@H](CN(CC1)C)F)OC([2H])([2H])[2H]